NC(C)CCCC(C)N 2,6-diaminoheptane